FC1=C(C=C(C=C1)C1=CC(=CC=C1)C(=O)O)B1OC(C(O1)(C)C)(C)C 4'-fluoro-3'-(4,4,5,5-tetramethyl-1,3,2-dioxaborolan-2-yl)-[1,1'-biphenyl]-3-carboxylic acid